tert-butyl 4-[7-[2-(tert-butoxycarbonylamino)-7-fluoro-1,3-benzothiazol-4-yl]-6-(cyanomethyl)-8-fluoro-2-[[(2S)-1-methylpyrrolidin-2-yl]methoxy]quinazolin-4-yl]piperazine-1-carboxylate C(C)(C)(C)OC(=O)NC=1SC2=C(N1)C(=CC=C2F)C2=C(C=C1C(=NC(=NC1=C2F)OC[C@H]2N(CCC2)C)N2CCN(CC2)C(=O)OC(C)(C)C)CC#N